O1C(=CC=C1)C(=O)N1CC2=C(CC1)N=C(S2)NC(=O)NC2=NC(=CC=C2)C2=NN=CN2C(C)C 1-(5-(furan-2-carbonyl)-4,5,6,7-tetrahydrothiazolo[5,4-c]pyridin-2-yl)-3-(6-(4-isopropyl-4H-1,2,4-triazol-3-yl)pyridin-2-yl)urea